ClC=1C=C(C=NC1C(=O)N1CC(C1)O)NC(=O)C1=C(C(=NS1)C=1C=2N(C=CC1)N=CC2)C2CC2 N-[5-chloro-6-(3-hydroxyazetidine-1-carbonyl)pyridin-3-yl]-4-cyclopropyl-3-{pyrazolo[1,5-a]pyridin-4-yl}-1,2-thiazole-5-carboxamide